methyl-4-(5-methoxy-2-nitrophenyl)-3-oxobutanoate COC(CC(CC1=C(C=CC(=C1)OC)[N+](=O)[O-])=O)=O